2-[(3R,5S)-3,5-dimethylpiperazin-1-yl]-5-(trifluoromethoxy)pyrimidine C[C@@H]1CN(C[C@@H](N1)C)C1=NC=C(C=N1)OC(F)(F)F